O=C(C=CCCCCCCC(=O)O)CC=CCCCCC 10-oxo-8,12-octadecadienoic acid